(4-aminoimidazo[1,5-a]quinoxalin-8-yl)((2S,4aS,9aR)-2-methyl-7-(trifluoromethyl)-2,3,9,9a-tetrahydroindeno[2,1-b][1,4]oxazin-4(4aH)-yl)methanone NC=1C=2N(C3=CC(=CC=C3N1)C(=O)N1[C@@H]3[C@H](O[C@H](C1)C)CC=1C=C(C=CC13)C(F)(F)F)C=NC2